1-(6-(t-butoxy)hexyl)-N-(t-butyl)-1-chloro-1-methylsilanamine C(C)(C)(C)OCCCCCC[Si](NC(C)(C)C)(C)Cl